C(C1=CC=CC=C1)OC1=C(C=CC(=C1)OCC1=CC=CC=C1)C(C)=O 1-(2,4-bis(benzyloxy)phenyl)ethanone